(S)-4-(3-acetyl-2-oxoimidazolidin-1-yl)-3-(4-methylphenyl)-N-((R)-1-(4-cyanophenyl)ethyl)-4,5-dihydro-1H-pyrazol-1-carboxamide C(C)(=O)N1C(N(CC1)[C@@H]1C(=NN(C1)C(=O)N[C@H](C)C1=CC=C(C=C1)C#N)C1=CC=C(C=C1)C)=O